C(C)(C)(C)OC(=O)N1C[C@@]2(C3(OC3)CC2)CC1.C(C1=CC=CC=C1)OC1=CC(=CC=C1)CBr 1-(benzyloxy)-3-(bromomethyl)benzene Tert-butyl-(4S)-2-oxa-6-azadispiro[2.0.44.23]decane-6-carboxylate